antimony-aluminum oxide [O-2].[Al+3].[Sb+3].[O-2].[O-2]